ClC1=CC=C2C(=NN(C2=C1)C1=CC=NC=C1)C(C)N1N=C(C=2C1=NC=NC2N)C 1-(1-(6-chloro-1-(pyridin-4-yl)-1H-indazol-3-yl)ethyl)-3-methyl-1H-pyrazolo[3,4-d]pyrimidin-4-amine